C1(CCCC1)C=NS(=O)C(C)(C)C N-(cyclopentyl-methylene)-2-methyl-propane-2-sulfinamide